(biphenyl-4-yl)9,9-dimethyl-N-(4-(9-phenyl-9H-carbazole-3-yl)phenyl)-9H-fluorene-2-amine C1(=CC=C(C=C1)C1=C(C=CC=2C3=CC=CC=C3C(C12)(C)C)NC1=CC=C(C=C1)C=1C=CC=2N(C3=CC=CC=C3C2C1)C1=CC=CC=C1)C1=CC=CC=C1